chloromethyl-epoxyethane ClCC1CO1